(2S)-2-methoxy-2-phenylacetic acid CO[C@H](C(=O)O)C1=CC=CC=C1